IC1=NN(C2=C1CN(CCO2)C(=O)OCCCC)C Butyl 3-iodo-1-methyl-1,4,6,7-tetrahydro-5H-pyrazolo[4,3-f][1,4]oxazepine-5-carboxylate